ClC1=CC=C(C(=O)N[C@@H](C(=O)O)CC2=CC(NC3=CC=CC=C23)=O)C=C1 |r| (2RS)-2-(4-Chlorobenzoylamino)-3-(2-oxo-1,2-dihydroquinolin-4-yl)propanoic acid